C(N)(=O)C=1SC=2C(N1)=C(C=C(C2)F)C(=O)O 2-carbamoyl-6-fluorobenzo[d]thiazole-4-carboxylic acid